C(C=C)(=O)N1C2=C(OCC1)C=CC(=C2)N2N=C(C(=C2)C=2C=C1CCNC(C1=CC2)=O)N 6-(1-(4-acryloyl-3,4-dihydro-2H-benzo[b][1,4]oxazin-6-yl)-3-amino-1H-pyrazol-4-yl)-3,4-dihydroisoquinolin-1(2H)-one